BrC1=C2C(=CN=C1)N(CC2)CC2CN(C2)CC2=CC(=CC=C2)F (4-Bromo-2,3-dihydro-1H-pyrrolo[2,3-c]pyridin-1-yl)(1-(3-fluorobenzyl)azetidin-3-yl)methane